7-chloro-6-(methoxymethyl)-1-methyl-benzimidazol-2-amine ClC1=C(C=CC2=C1N(C(=N2)N)C)COC